IC1=CC=C(OCCN2[C@@H](C(N(CC2)C)=O)C)C=C1 (R)-4-[2-(4-iodophenoxy)ethyl]-1,3-dimethylpiperazin-2-one